BrC=1C=C2C(C(NC2=CC1)=O)=C(C)C1=CC(=C(C(=C1)O)O)Br 5-Bromo-3-(1-(3-bromo-4,5-dihydroxyphenyl)ethylidene)indolin-2-one